5-((6-chloro-1-methyl-1H-pyrazolo[4,3-c]pyridin-3-yl)amino)-N-(2-((2S,6R)-2,6-dimethylpiperidin-1-yl)ethyl)-6-methylnicotinamide ClC1=CC2=C(C=N1)C(=NN2C)NC=2C(=NC=C(C(=O)NCCN1[C@H](CCC[C@H]1C)C)C2)C